NCC1=C(C(N(C(N1C)=O)CC1=NC(=NO1)C[C@H](O)C1=CC=C(C=C1)Cl)=O)Cl 6-(aminomethyl)-5-chloro-3-({3-[(2S)-2-(4-chlorophenyl)-2-hydroxyethyl]-1,2,4-oxadiazol-5-yl}methyl)-1-methyl-1,2,3,4-tetrahydropyrimidine-2,4-dione